1-[4-[6-[(E)-but-2-enyl]-2-methyl-7-oxo-1H-pyrrolo[2,3-c]pyridin-4-yl]-2-chloro-benzoyl]piperidine-4-carboxylic acid C(\C=C\C)N1C(C2=C(C(=C1)C1=CC(=C(C(=O)N3CCC(CC3)C(=O)O)C=C1)Cl)C=C(N2)C)=O